C(C)(=O)ON=C(C)C=1C=CC=2N(C3=CC=C(C=C3C2C1)C(C1=C(C=C(C=C1)OCC1OCCC1)C)=O)CC 1-[9-ethyl-6-(2-methyl-4-tetrahydrofuranylmethoxybenzoyl)-9H-carbazol-3-yl]-ethanone 1-(O-acetyl oxime)